2-(2,6-dioxopiperidin-3-yl)-4-(2-(piperidin-4-yl)ethyl)isoindoline-1,3-dione O=C1NC(CCC1N1C(C2=CC=CC(=C2C1=O)CCC1CCNCC1)=O)=O